[Na+].C(CCCCCCC)(=O)[O-] octanoic acid sodium salt